N1C=[NH+]C=C1.[IH2+] iodonium imidazolium salt